Cl.Cl.C[C@@H]1NCC[C@@H]1N1CCOCC1 4-((2S,3S)-2-Methylpyrrolidin-3-yl)morpholine dihydrochloride